C(#N)C1=NC=CC(=C1)C1=CN=C(O1)C(=O)N1[C@@H]2[C@@H](CC1)[C@@H](N(C2)C#N)C (3aS,4S,6aR)-1-(5-(2-cyanopyridin-4-yl)oxazole-2-carbonyl)-4-methyl-hexahydropyrrolo[3,4-b]pyrrole-5(1H)-carbonitrile